3(R)-[3(S)-(acetoxy)-3-(4-chlorophenyl)propyl]-4(S)-[4-(acetoxy)phenyl]-1-(4-chlorophenyl)-2-azetidinone C(C)(=O)O[C@@H](CC[C@H]1C(N([C@@H]1C1=CC=C(C=C1)OC(C)=O)C1=CC=C(C=C1)Cl)=O)C1=CC=C(C=C1)Cl